O-methyl S-phenyl phenylpropylphosphoramidothioate C1(=CC=CC=C1)CCCNP(OC)(SC1=CC=CC=C1)=O